FC1=CC=C(CNC#CC)C=C1 N-(4-fluorobenzyl)propynylamine